1-(3-((5-(Difluoromethyl)-2-((3-methyl-1-(1-methylpiperidin-4-yl)-1H-pyrazol-4-yl)amino)pyrimidin-4-yl)amino)propyl)-3-methyl-1,3-diazepan-2-on FC(C=1C(=NC(=NC1)NC=1C(=NN(C1)C1CCN(CC1)C)C)NCCCN1C(N(CCCC1)C)=O)F